C(CCCC)N1C=C2CCC3=C(C2=C1)C=CC(=C3)C(C(=O)N)=C (2-pentyl-4,5-dihydro-2H-benzo[e]isoindol-7-yl)acrylamide